NC1=C(C=CC(=C1)F)C1=C(C=C(C(=C1)F)C(=O)NC=1C=NC(=C(C1)Cl)N1N=CC=N1)C#C 2'-amino-N-(5-chloro-6-(2H-1,2,3-triazol-2-yl)pyridin-3-yl)-2-ethynyl-4',5-difluoro-[1,1'-biphenyl]-4-carboxamide